9-methylpyrido[2',1':2,3]Imidazo[4,5-h]Quinoline-5,6-dione CC=1C=CC2=NC3=C(C(C(C=4C=CC=NC34)=O)=O)N2C1